CC(=CCC1=C(C=CC(=C1)[C@@H]2[C@H](C(=O)C3=C(C(=C(C(=C3O2)CC=C(C)C)O)CC=C(C)C)O)O)O)C The molecule is a trihydroxyflavanone that is (2S)-flavanone substituted by hydroxy groups at positions 3, 5, 7 and 4' and prenyl groups at positions 6, 8 and 3'. Isolated from the roots of Lespedeza floribunda, it acts as a melanin synthesis inhibitor. It has a role as a metabolite and a melanin synthesis inhibitor. It is a member of dihydroflavonols, a tetrahydroxyflavanone, a secondary alpha-hydroxy ketone and a member of 4'-hydroxyflavanones. It derives from a (2S)-flavanone.